trimethoxyphenylporphyrin cobalt [Co].COC=1C2=C(C(=C(N2OC)C=C2C=CC(C=C3C=CC(=CC=4C=CC1N4)N3)=N2)C2=CC=CC=C2)OC